tert-butyl (S)-5-amino-4-(4-hydroxy-1,3-dioxoisoindolin-2-yl)-5-oxopentanoate NC([C@H](CCC(=O)OC(C)(C)C)N1C(C2=CC=CC(=C2C1=O)O)=O)=O